COC([C@@H](N)CC1=CC(=CC=C1)OCCOC)=O 3-(2-methoxyethoxy)-L-phenylalanine methyl ester